rac-(2R,3S,5R)-3-(3,4-difluoro-2-methoxy-phenyl)-5-methyl-5-(2,2,2-trifluoroethyl)tetrahydrofuran-2-carboxylic acid FC=1C(=C(C=CC1F)[C@H]1[C@@H](O[C@](C1)(CC(F)(F)F)C)C(=O)O)OC |r|